5-Chloro-N-(((2S,3R)-6,6-difluoro-2-methylmorpholin-3-yl)methyl)-3-fluoropyridin-2-amine hydrochloride Cl.ClC=1C=C(C(=NC1)NC[C@H]1NCC(O[C@H]1C)(F)F)F